1-(1Z-octadecenyl)-2-(9Z-tetradecenoyl)-glycero-3-phosphocholine CCCCCCCCCCCCCCCC/C=C\OC[C@H](COP(=O)([O-])OCC[N+](C)(C)C)OC(=O)CCCCCCC/C=C\CCCC